2-aminononadec-4-ene-1,3-diol NC(CO)C(C=CCCCCCCCCCCCCCC)O